ClC1=C(CNC(=O)[C@]2(C=3C=CC=NC3[C@]3(CC2)NC(COC3)=O)F)C=CC(=C1)Cl (3S,5'S)-N-(2,4-dichlorobenzyl)-5'-fluoro-5-oxo-6',7'-dihydro-5'h-spiro[morpholine-3,8'-quinoline]-5'-carboxamide